NCC=1C=C(C=CC1)C=1C=CC(=NC1)C(=O)NC 5-[3-(aminomethyl)phenyl]-N-methylpyridine-2-carboxamide